4-{[6-(5-chloro-2-fluorophenyl)-2H,3H,4H-pyrido[3,2-b][1,4]oxazin-8-yl]amino}-N-[2-(1-methylpiperidin-4-yl)ethyl]-1H-pyrrolo[2,3-b]pyridine-2-carboxamide ClC=1C=CC(=C(C1)C=1C=C(C=2OCCNC2N1)NC1=C2C(=NC=C1)NC(=C2)C(=O)NCCC2CCN(CC2)C)F